[2-(NONYLOXY)PHENYL]BORANEDIOL C(CCCCCCCC)OC1=C(C=CC=C1)B(O)O